2-(2,4-Dichloropyrimidin-5-yl)ethynyl-trimethylsilane ClC1=NC=C(C(=N1)Cl)C#C[Si](C)(C)C